mellitic acid dibutyl ester C(CCC)OC(C1=C(C(=O)O)C(C(=O)O)=C(C(=O)O)C(C(=O)O)=C1C(=O)OCCCC)=O